FC(=CC1CN(C1)C(=O)OC(C)(C)C)C1=CC(=C(C=C1)C)F tert-Butyl 3-(2-fluoro-2-(3-fluoro-4-methylphenyl)vinyl)azetidine-1-carboxylate